The molecule is an alpha-amino-acid anion that is the conjugate base of sarcosine, arising from deprotonation of the carboxy group. It has a role as a human metabolite. It is a conjugate base of a sarcosine. CNCC(=O)[O-]